NC=1C(=NC=C(C1)C)OC1=CC=C(C(=O)OC)C=C1 methyl 4-[(3-amino-5-methylpyridin-2-yl)oxy]benzoate